ClC(C(C(C(Cl)(F)F)(Cl)F)(Cl)F)(F)F 1,2,3,4-tetrachloroperfluorobutane